BrCC(CC1=CC=C(C=C1)CCCC)=O 1-bromo-3-(4-butylphenyl)propan-2-one